O1CCC2C1=CCN2 tetrahydro-1H-furanopyrrole